(3-((benzyloxy)methyl)-4-ethyl-5-oxo-4,5-dihydro-1H-1,2,4-triazol-1-yl)-2-(3-fluorophenyl)-4-(2-hydroxypropan-2-yl)isoquinolin-1(2H)-one C(C1=CC=CC=C1)OCC1=NN(C(N1CC)=O)C=1N(C(C2=CC=CC=C2C1C(C)(C)O)=O)C1=CC(=CC=C1)F